ClC=1C=C(C=CC1)[C@@H](CO)N1C(C=C(C=C1)C=1C=C2C(=NNC2=CC1)C)=O (S)-1-(1-(3-chlorophenyl)-2-hydroxyethyl)-4-(3-methyl-1H-indazol-5-yl)pyridin-2(1H)-one